(S)-3-((3-(ethoxymethyl)-3-(2-(4-methylthiophen-2-yl)ethyl)pyrrolidin-1-yl)methyl)pyridine HCl Cl.C(C)OC[C@@]1(CN(CC1)CC=1C=NC=CC1)CCC=1SC=C(C1)C